C(C)(C)(C)C=1C=C(C=C(C1O)C(C)(C)C)CCC(=O)OCCSCCOC(CCC1=CC(=C(C(=C1)C(C)(C)C)O)C(C)(C)C)=O Thiodiethylene bis[3-(3,5-di-tert-butyl-4-hydroxyphenyl) propionate]